[Na+].P(=O)([O-])([O-])OC[C@@H]1[C@H]([C@H]([C@@H](O1)N1C=NC=2C(NC3CCCC3)=NC=NC12)O)O.C(CC)C1=C(C=CC=C1)C=1C(=CC=CC1)C1=CC=CC=C1.[Na+] propyl-terphenyl N6-cyclopentyladenosine-5'-monophosphate sodium salt